BrCC1=CC=C(C=C1)C1=CC(=CC(=C1)OC)F 4'-(bromomethyl)-3-fluoro-5-methoxy-1,1'-biphenyl